5,7-dimethyl-2-octenoic acid CC(CC=CC(=O)O)CC(C)C